5-chloro-2-(4,4-difluoro-3-methylpiperidin-1-yl)-N-(2-((R)-S-methylsulfonimidoyl)pyridin-4-yl)-4-(trifluoromethyl)benzamide ClC=1C(=CC(=C(C(=O)NC2=CC(=NC=C2)[S@@](=O)(=N)C)C1)N1CC(C(CC1)(F)F)C)C(F)(F)F